N=1C=CN2C1C=CC(=C2)C=2C=CN1N=C(N=CC12)N[C@@H](COC)C (R)-5-(imidazo[1,2-a]pyridin-6-yl)-N-(1-methoxypropan-2-yl)pyrrolo[2,1-f][1,2,4]triazin-2-amine